6-[4-fluoro-2-(1,2,3,6-tetrahydropyridin-4-yl)-1,3-benzothiazol-6-yl]-2,8-dimethylimidazo[1,2-b]pyridazine FC1=CC(=CC2=C1N=C(S2)C=2CCNCC2)C=2C=C(C=1N(N2)C=C(N1)C)C